Trans-4-(3-ethoxy-4-phenoxypiperidin-1-yl)-1-methyl-2-oxo-1,2-dihydropyrido[3,2-d]pyrimidine-6-carbonitrile C(C)O[C@@H]1CN(CC[C@H]1OC1=CC=CC=C1)C=1C2=C(N(C(N1)=O)C)C=CC(=N2)C#N